fluorooxolate FC1=C(OC=C1)C(=O)[O-]